NC=1CN(C(=CN1)C1=NC(=CC=C1C(F)(F)F)N1CCOCC1)C1=NC=CC=C1N1C[C@@H]2CO[C@H](C1)[C@H]2N 3-amino-N-(3-((1S,5R,8S)-8-amino-6-oxa-3-azabicyclo[3.2.1]octan-3-yl)pyridin-2-yl)-6-(6-morpholino-3-(trifluoromethyl)pyridin-2-yl)pyrazine